3-(3-chlorophenyl)dibenzo[b,d]thiophene ClC=1C=C(C=CC1)C=1C=CC2=C(SC3=C2C=CC=C3)C1